ClC1=C(C(=CC=C1)F)N1N=CC(=C1CO[C@H]1[C@@H]2CN([C@H](C1)C2)C2=C(C=C(C=C2)CCC(=O)O)F)C2CC2 3-[4-[(1S,4S,5R)-5-[[1-(2-chloro-6-fluorophenyl)-4-cyclopropyl-1H-pyrazol-5-yl]methoxy]-2-azabicyclo[2.2.1]heptan-2-yl]-3-fluorophenyl]propanoic acid